3-bromo-5-isobutylthiophene-2-carbonitrile BrC1=C(SC(=C1)CC(C)C)C#N